ClC=1N=CC=C2C1N(C(=C2)C2=NC1=C(N2C)C(=CC(=C1)C(=O)OC)F)CC1CC1 methyl 2-[7-chloro-1-(cyclopropylmethyl)pyrrolo[2,3-c]pyridin-2-yl]-7-fluoro-1-methyl-benzimidazole-5-carboxylate